4-(4-methoxy-2-nitrophenyl)isoxazole COC1=CC(=C(C=C1)C=1C=NOC1)[N+](=O)[O-]